NC1=C(C2=CN(N=C2C=C1Cl)C)C/C=C/C(=O)OC(C)(C)C tert-butyl (E)-4-(5-amino-6-chloro-2-methyl-2H-indazol-4-yl)but-2-enoate